N1N=CC2=CC=C(C=C12)C1=NC(=NC(=N1)NCC1=NC(=CC=C1)C(F)(F)F)N 6-(1H-indazol-6-yl)-N2-[[6-(trifluoromethyl)-2-pyridinyl]methyl]-1,3,5-triazine-2,4-diamine